1-(3-(3-chloro-phenyl)-1H-pyrazolo[3,4-b]-pyrazin-6-yl)-4-methylpiperidin-4-amine ClC=1C=C(C=CC1)C1=NNC2=NC(=CN=C21)N2CCC(CC2)(N)C